COCN1C=[N+](C=C1)C 1-methyloxymethyl-3-methyl-imidazolium